C12COCC(N1C=1SC3=C(N1)C=CC(=C3C(=O)NC3=C(C=CC=C3)C(NC31CC(C3)(C1)C(F)(F)F)=O)OC)C2 2-(3-Oxa-6-azabicyclo[3.1.1]heptan-6-yl)-6-methoxy-N-(2-((3-(trifluoromethyl)bicyclo[1.1.1]pentan-1-yl)carbamoyl)phenyl)benzo[d]thiazole-7-carboxamide